3-bromo-2-chloro-aniline BrC=1C(=C(N)C=CC1)Cl